[Na].C1(CC1)N1N=C(C=C1)S(=O)(=O)NC(NC1=C2CCCC2=C(C=C1C1=CC(=NC=C1)OC)F)=O 1-cyclopropyl-N-((7-fluoro-5-(2-methoxypyridin-4-yl)-2,3-dihydro-1H-inden-4-yl)carbamoyl)-1H-pyrazole-3-sulfonamide sodium salt